3-(Benzofuran-5-yl)-3-(7-(2-(cyclohexylamino)-2-oxoethoxy)naphthalen-2-yl)propanoic acid O1C=CC2=C1C=CC(=C2)C(CC(=O)O)C2=CC1=CC(=CC=C1C=C2)OCC(=O)NC2CCCCC2